C1=CCC=2C=C3C(=CC12)C=CC=C3 benz[f]indene